CC(C(=C)S(=O)(=O)O)=C 3-methyl-1,3-butadiene-2-sulfonic acid